(S)-Isopropyl 2-(((S)-(((S,Z)-2-((2-amino-6-oxo-1H-purin-9(6H)-yl)methylene)-1-(hydroxymethyl)cyclopropyl)methoxy)(phenoxy)phosphoryl)amino)-4-methylpentanoate NC=1NC(C=2N=CN(C2N1)\C=C\1/[C@@](C1)(CO)CO[P@](=O)(OC1=CC=CC=C1)N[C@H](C(=O)OC(C)C)CC(C)C)=O